C(CCCCCCCCCCCCCCC)OC1=NC2=C(C(O1)=O)C=C(C=C2)C 2-(hexadecyloxy)-6-methyl-4H-3,1-benzoxazin-4-one